(R)-1-(2-chloropyridin-3-yl)ethyl (4-(5-(3-((tert-butoxycarbonyl)amino) bicyclo[1.1.1]pentane-1-carboxamido)pyridin-2-yl)-1-methyl-1H-1,2,3-triazol-5-yl)carbamate C(C)(C)(C)OC(=O)NC12CC(C1)(C2)C(=O)NC=2C=CC(=NC2)C=2N=NN(C2NC(O[C@H](C)C=2C(=NC=CC2)Cl)=O)C